C1(CC2C(CC1)O2)CCCC[Si](OC)(OC)C 4-(3,4-epoxycyclohexyl)butylmethyldimethoxysilane